ClC1=C(C=C(CC2(CC2)C(=O)N)C=C1)C#N (4-chloro-3-cyanobenzyl)cyclopropanecarboxamide